1-(4-chlorobenzyl)-3-(6-((pyridin-3-ylsulfonyl)methyl)spiro[3.3]hept-2-yl)urea ClC1=CC=C(CNC(=O)NC2CC3(C2)CC(C3)CS(=O)(=O)C=3C=NC=CC3)C=C1